C(C(C)C)C(C(=O)O)C1=CC=CC=C1.C1(=CC=CC=C1)CC(=O)OCC(C)C 2-methylpropyl 2-phenylacetate (Isobutyl Phenyl Acetate)